BrC=1C=C2C(=C(C(N(C2=CC1)C)=O)C#N)O 6-Bromo-4-hydroxy-1-methyl-2-oxo-1,2-dihydroquinoline-3-carbonitrile